(S)-2-(8-methoxy-4-oxo-benzo[d][1,2,3]triazin-3(4H)-yl)-N-(1-(4-(trifluoromethoxy)phenyl)ethyl)acetamide COC1=CC=CC2=C1N=NN(C2=O)CC(=O)N[C@@H](C)C2=CC=C(C=C2)OC(F)(F)F